2-methyl-3-(3,4-dimethylphenyl)-8-methoxyisoquinoline CN1CC2=C(C=CC=C2C=C1C1=CC(=C(C=C1)C)C)OC